OC[C@H](C1=CC(=CC=C1)OC)N1CNC2=CC(=CC=C2C1=O)C=1C=NOC1C (S)-3-(2-hydroxy-1-(3-methoxyphenyl)ethyl)-7-(5-methylisoxazol-4-yl)-2,3-dihydroquinazolin-4(1H)-one